C(#N)C1=CC=C(CNC(=O)C2=NN(C=3C(N(CCC32)CC3(CC3)S(NC3=NC(=CC=C3)OC)(=O)=O)=O)C)C=C1 N-(4-Cyanobenzyl)-6-((1-(N-(6-methoxypyridin-2-yl)sulfamoyl)cyclopropyl)methyl)-1-methyl-7-oxo-4,5,6,7-tetrahydro-1H-pyrazolo[3,4-c]pyridine-3-carboxamide